2,6-dimethyl-6-chloro-2-heptanol CC(C)(CCCC(C)(Cl)C)O